CC=1N=CC2=CC=C(C=C2C1)C 3,6-dimethylisoquinoline